5-(4-ethoxyphenoxy)carbonylamino-3-(1-methyl-1,2,3,6-tetrahydropyridin-4-yl)-1H-indole C(C)OC1=CC=C(OC(=O)NC=2C=C3C(=CNC3=CC2)C=2CCN(CC2)C)C=C1